ethyl 1-(5-cyano-2-methoxyphenyl)-1H-imidazole-5-carboxylate C(#N)C=1C=CC(=C(C1)N1C=NC=C1C(=O)OCC)OC